C(C=C)(=O)N1[C@H](CN(C[C@H]1C)C1=NC(N2C3=C(C(=C(C=C13)C(F)(F)F)C1=C(C=C(C(=C1)Cl)F)F)SC[C@@H]2COC)=O)C (3S,10R)-7-((3S,5R)-4-acryloyl-3,5-dimethylpiperazin-1-yl)-10-(5-chloro-2,4-difluorophenyl)-3-(methoxymethyl)-9-(trifluoromethyl)-2,3-dihydro-5H-[1,4]thiazino[2,3,4-ij]quinazolin-5-one